IC1=C2C(=NC(=C1)N1[C@@H](COCC1)C)N(N=C2)C=2N(N=CC2)CC2=CC=C(C=C2)OC (3R)-4-[4-iodo-1-[2-[(4-methoxyphenyl)methyl]pyrazol-3-yl]pyrazolo[3,4-b]pyridin-6-yl]-3-methyl-morpholine